C(CCCCC=CCCCCCCCCCCCCCC)(=O)O 6-Heneicosenoic acid